(3ar,6as)-2-(4,6-dimethylpyrimidin-2-yl)hexahydro-2H-pyrrolo[3,4-d]isoxazole CC1=NC(=NC(=C1)C)N1O[C@H]2[C@@H](C1)CNC2